1,3-Diisopropylbenzimidazolium bromide [Br-].C(C)(C)[N+]1=CN(C2=C1C=CC=C2)C(C)C